ClC=1C=C(C=CC1F)C1(NC=NC2=CC(=C(C=C12)N)N)N 4-(3-chloro-4-fluorophenyl)quinazoline-4,6,7-triamine